(2S,5S)-5-((S)-2-Benzoylamino-3-hydroxy-propionylamino)-4-oxo-1,2,4,5,6,7-hexahydro-azepino[3,2,1-hi]indole-2-carboxylic acid (1H-[1,2,3]triazol-4-ylmethyl)-amide N1N=NC(=C1)CNC(=O)[C@H]1N2C3=C(C=CC=C3C1)CC[C@@H](C2=O)NC([C@H](CO)NC(C2=CC=CC=C2)=O)=O